8-methyl-4-amino-7-(2-bromohexanoyloxy)coumarin CC=1C(=CC=C2C(=CC(OC12)=O)N)OC(C(CCCC)Br)=O